(cyclopentadienyl)(pentamethylcyclopentadienyl)zirconium dichloride [Cl-].[Cl-].C1(C=CC=C1)[Zr+2]C1(C(=C(C(=C1C)C)C)C)C